Ethyl 6-bromo-7-methyl-4-oxo-4H-chromene-2-carboxylate BrC=1C=C2C(C=C(OC2=CC1C)C(=O)OCC)=O